ethyl 4-fluoro-1-(6-(4-fluorophenoxy)pyridazin-3-yl)piperidine-4-carboxylate FC1(CCN(CC1)C=1N=NC(=CC1)OC1=CC=C(C=C1)F)C(=O)OCC